[Ca].FC=1C(=NC(=NC1)NC1=CC(=C(C=C1)C)S(=O)(=O)NC(CC)=O)NC1=CC=C(C=C1)OCC#C 5-fluoro-N2-[4-methyl-3-(N-propionylaminosulfonyl)phenyl]-N4-[4-(2-propynyloxy)phenyl]-2,4-pyrimidinediamine calcium salt